OC1=C(C=C(C=C1C(C)(C)C)C)CC1=C(C(=CC(=C1)C)C(C)(C)C)O bis(2-hydroxy-3-tert-butyl-5-methylphenyl)methane